C1(=CC=CC=C1)C=1OC(CN1)=O 2-phenyl-2-oxazolin-5-one